pyridineMethylamine N1=C(C=CC=C1)CN